C(#N)C=1C=C(C=CC1)C1=NOC(=C1)N1C([C@@H]2N(CCNC2)CC1)=O (R)-8-(3-(3-Cyanophenyl)isoxazol-5-yl)-9-oxooctahydro-2H-pyrazino[1,2-a]pyrazin